C1(CC1)[C@@H](N1C[C@@]2(CC1)OCCN1C2=CC(=N1)C=1C=C(C(=NC1)N)C(F)(F)F)C=1NC=CN1 5-{(3'R)-1'-[(R)-cyclopropyl(1H-imidazol-2-yl)methyl]-6,7-dihydrospiro[pyrazolo[5,1-c][1,4]oxazine-4,3'-pyrrolidin]-2-yl}-3-(trifluoromethyl)pyridin-2-amine